(S)-benzyl 4-(benzylthio)-2-((tert-butoxycarbonyl)amino)-4-oxobutanoate C(C1=CC=CC=C1)SC(C[C@@H](C(=O)OCC1=CC=CC=C1)NC(=O)OC(C)(C)C)=O